4,4-difluoro-3,3-dimethyl-but-1-yne FC(C(C#C)(C)C)F